3,6-dimethyl-2-piperazinone CC1C(NC(CN1)C)=O